N-(3-chloro-2-fluoro-4-(((R)-tetrahydrofuran-3-yl)methoxy)phenyl)-6-(((S)-pyrrolidin-3-yl)oxy)pyrido[3,2-d]pyrimidin-4-amine ClC=1C(=C(C=CC1OC[C@H]1COCC1)NC=1C2=C(N=CN1)C=CC(=N2)O[C@@H]2CNCC2)F